Cl.COC1=CC=C(C=C1)C1CCC(CC1)N 4-(4-methoxyphenyl)cyclohexylamine hydrochloride